1-(2-(1-(6-(1-ethyl-1H-pyrazol-4-yl)pyrrolo[2,1-f][1,2,4]triazin-4-yl)-1,2,3,6-tetrahydropyridin-4-yl)pyrimidin-5-yl)-1-(4-fluorophenyl)ethan-1-ol C(C)N1N=CC(=C1)C=1C=C2C(=NC=NN2C1)N1CCC(=CC1)C1=NC=C(C=N1)C(C)(O)C1=CC=C(C=C1)F